6-(2-tert-butoxycarbonyl-3,4-dihydro-1H-isoquinolin-7-yl)-1-(3-chlorophenyl)-7-oxo-4,5-dihydropyrazolo[3,4-c]pyridine-3-carboxylic acid C(C)(C)(C)OC(=O)N1CC2=CC(=CC=C2CC1)N1C(C2=C(CC1)C(=NN2C2=CC(=CC=C2)Cl)C(=O)O)=O